(1s,4s)-N-[3-(2-aminoquinazolin-6-yl)-2,4-difluorophenyl]-4-methoxycyclohexane-1-sulfonamide NC1=NC2=CC=C(C=C2C=N1)C=1C(=C(C=CC1F)NS(=O)(=O)C1CCC(CC1)OC)F